N-(1,5-dihydroxypent-3-yl)-5-(4-(trifluoromethyl)phenoxy)-2-naphthamide OCCC(CCO)NC(=O)C1=CC2=CC=CC(=C2C=C1)OC1=CC=C(C=C1)C(F)(F)F